(6S)-5-[(2S)-2-(tert-butoxycarbonylamino)-2-(1-methylcyclopropyl)acetyl]-5-azaspiro[2.4]heptane-6-carboxylic acid C(C)(C)(C)OC(=O)N[C@H](C(=O)N1CC2(CC2)C[C@H]1C(=O)O)C1(CC1)C